hexadecyl fluoride C(CCCCCCCCCCCCCCC)F